(5-(3-Chloropyridin-2-yl)-4,5-dihydro-1H-pyrazol-1-yl)(4-(2-(3,5-dimethyl-1H-1,2,4-triazol-1-yl)-5-fluoropyrimidin-4-yl)piperazin-1-yl)methanone ClC=1C(=NC=CC1)C1CC=NN1C(=O)N1CCN(CC1)C1=NC(=NC=C1F)N1N=C(N=C1C)C